FC(C(=O)O)(F)F.C[C@@H](CCC)OC1=NC(=C2N=C(NC2=N1)OC)N 2-{[(1S)-1-methylbutyl]oxy}-8-(methyloxy)-9H-purin-6-amine trifluoroacetate salt